C(C)(=O)O.N1C=C(C2=CC=CC=C12)C(=O)N (1H-indole-3-carboxamide) acetate